pyrido[1,2-a]pyrimidinone-d N1=C2N(C=C(C1=O)[2H])C=CC=C2